Cl.Cl.C(C)(C)C1=CC=C(C=C1)S(=O)(=O)N1C=C(C2=CC(=CC=C12)OC)CN1CCN(CC1)C 1-[(4-isopropylphenyl)sulfonyl]-5-methoxy-3-[(4-methyl-1-piperazinyl)methyl]-1H-indole dihydrochloride